ClC1=C2CCC3(C2=CC=C1)CCC=1C(=NC(=NC1C3)OC[C@H]3N(CCC3)C)N3C1CN(CC3CC1)C(=O)OCC=C Allyl 8-[4'-chloro-2-[[(2S)-1-methylpyrrolidin-2-yl]methoxy]spiro[6,8-dihydro-5H-quinazoline-7,1'-indane]-4-yl]-3,8-diazabicyclo[3.2.1]octane-3-carboxylate